ClC1=C(C(=CC=C1Cl)OC)[C@H]1C[C@H](N(C1)C(=O)OC(C)(C)C)C=O tert-butyl (2S,4R)-4-(2,3-dichloro-6-methoxyphenyl)-2-formylpyrrolidine-1-carboxylate